C1[C@@H]2N(CCN1C1=C(CN3CCCC34CCN(CC4)C(=O)N4N=C(C=C4)C(=O)O)C=CC(=C1)C(F)(F)F)CCC2 (R)-1-(1-(2-(hexahydropyrrolo[1,2-a]pyrazin-2(1H)-yl)-4-(trifluoromethyl)benzyl)-1,8-diazaspiro[4.5]decane-8-carbonyl)-1H-pyrazole-3-carboxylic acid